(±)-tert-butyl-(1S,2S,5S)-2-fluoro-8-aza-bicyclo[3.2.1]octan-3-one ((6-hydroxy-5'-methyl-2'-(prop-1-en-2-yl)-4-propyl-1',2',3',4'-tetrahydro-[1,1'-biphenyl]-2-yl)oxy)methyl-pivalate OC1=CC(=CC(=C1C1C(CCC(=C1)C)C(=C)C)OCCC(C(=O)O)(C)C)CCC.C(C)(C)(C)[C@]12[C@@H](C(C[C@H](CC1)N2)=O)F |r|